CC=1C=C(C=CC1OC1=CC2=C(N(N=N2)C(F)(F)F)C=C1)NC=1C2=C(N=CN1)C=NC(=N2)S(=O)C N-(3-methyl-4-((1-(trifluoro-methyl)-1H-benzo[d][1,2,3]triazol-5-yl)oxy)phenyl)-6-(methylsulfinyl)pyrimido[5,4-d]pyrimidin-4-amine